5,5-diphenyl-2-Isoxazoline-3-carboxylic acid C1(=CC=CC=C1)C1(CC(=NO1)C(=O)O)C1=CC=CC=C1